FC1=C(C(=CC(=C1)C)F)C1CCC2=NNC(N21)=O 5-(2,6-difluoro-4-methylphenyl)-2,5,6,7-tetrahydro-3H-pyrrolo[2,1-c][1,2,4]triazol-3-one